C[Si](Cl)(C(C)(C)C)C dimethyl-Tert-butylchlorosilane